C(C)(C)(C)OC(=O)N1CCN(CC1)C1CCC(CC1)NC1=NC(=NC(=C1C(=O)OCC)C)NC=1C=NN(C1)C ethyl 4-(((1s,4s)-4-(4-(tert-butoxycarbonyl)piperazin-1-yl)cyclohexyl)amino)-6-methyl-2-((1-methyl-1H-pyrazol-4-yl)amino)pyrimidine-5-carboxylate